N-[1-(2-dimethylaminoethylcarbamoyl)cyclopropyl]carbamic acid tert-butyl ester C(C)(C)(C)OC(NC1(CC1)C(NCCN(C)C)=O)=O